BrC=1C=[N+](C=CC1C)[O-] 3-bromo-4-methylpyridine 1-oxide